[Ca].C(CCC)N(CCCC)[Si](C1=CC(=CC=C1)C=C)(N(CCCC)CCCC)N(CCCC)CCCC tris(dibutylamino)(3-vinylphenyl)silane CALCIUM